ClCCC1=CC=C(C=C1)C(C(=O)[O-])(C)C 2-(4-(2-chloroethyl)phenyl)-2-methylpropanoate